NC=1C=NC=C(C(=O)N2CCN(CC2)C(=O)OC(C)(C)C)C1 tert-butyl 4-(5-aminonicotinoyl)piperazine-1-carboxylate